CCC(CCCCCCC)N 3-decylamine